FC1(OCCC1)CO fluoro-2-(hydroxymethyl)tetrahydrofuran